2-[4-amino-1-(propan-2-yl)-1H-pyrazolo[4,3-c]pyridin-3-yl]-N-methyl-1H-indole-6-carboxamide NC1=NC=CC2=C1C(=NN2C(C)C)C=2NC1=CC(=CC=C1C2)C(=O)NC